[Ni](=S)(=S)(=S)(=S)(=S)(=S)(=S)=S nickel octasulfide